NC1=C2N=CN(C2=NC(=N1)F)[C@H]1C[C@@H]([C@@](O1)(C#C)COP(=O)(OC1=CC=CC=C1)N[C@@H](CC1=CC=CC=C1)C(=O)OC(CCCCCCCC)CCCCCCCC)O heptadecan-9-yl ((((2R,3S,5R)-5-(6-amino-2-fluoro-9H-purin-9-yl)-2-ethynyl-3-hydroxytetrahydrofuranyl)methoxy)(phenoxy)phosphoryl)-L-phenylalaninate